FC1(CC(C1)NS(=O)(=O)C1=CC(=CC=C1)C(=O)N1CC2(C3=CC(=CC=C13)NS(=O)(=O)CCO)CCC1(CC2)CC1)F N-(3,3-difluorocyclobutyl)-3-(5''-((2-hydroxyethyl)sulfonamido)dispiro[cyclopropane-1,1'-cyclohexane-4',3''-indoline]-1''-carbonyl)benzenesulfonamide